C(C)NC(=O)NC(C(C1=NC=CC(=C1)C(F)(F)F)C1=CC(=CC=C1)F)=O N-(Ethylcarbamoyl)-2-(3-fluorophenyl)-2-(4-(trifluoromethyl)pyridin-2-yl)acetamide